CN(/C=C(\CC1=CC=C(C2=CC=CC=C12)OC)/C1=C(C=CC=C1)Cl)C (E)-3-(dimethylamino)-1-(4-methoxy-naphthalene-1-yl)-2-(2-chlorophenyl)prop-2-ene